3-methoxy-5-((3-phenethyl-3-(tetrahydrofuran-2-yl)pyrrolidin-1-yl)methyl)pyridine COC=1C=NC=C(C1)CN1CC(CC1)(C1OCCC1)CCC1=CC=CC=C1